C=CCCCCCCCCCCCC Tetradec-1-en